Cl.ClCC=1N=CNC1C 4-(chloromethyl)-5-methyl-1H-imidazole hydrochloride